2,4-bis(n-octylthio)-6-(4-hydroxy-3,5-di-tert-butylanilino)-1,3,5-triazine C(CCCCCCC)SC1=NC(=NC(=N1)SCCCCCCCC)NC1=CC(=C(C(=C1)C(C)(C)C)O)C(C)(C)C